methyl ((2-(((RS)-5-((tert-butyldiphenylsilyl)oxy)-3-methylpentyl)oxy)-6-methylpyridin-3-yl)sulfonyl)-L-prolinate [Si](C1=CC=CC=C1)(C1=CC=CC=C1)(C(C)(C)C)OCC[C@@H](CCOC1=NC(=CC=C1S(=O)(=O)N1[C@@H](CCC1)C(=O)OC)C)C |&1:20|